4-bromo-2,5-dimethyl-1-((2-(trimethylsilyl)ethoxy)methyl)-1,2-dihydro-3H-pyrazol-3-one BrC=1C(N(N(C1C)COCC[Si](C)(C)C)C)=O